2,3-bis(dodecyloxy)-1-propanaminium bromide [Br-].C(CCCCCCCCCCC)OC(C[NH3+])COCCCCCCCCCCCC